BrC1=C(C(=C(NC([C@H](C)NC(O)=O)=O)C=C1)C(C1=C(C=CC=C1F)F)=O)Cl N-[(1S)-2-[4-bromo-3-chloro-2-(2,6-difluorobenzoyl)anilino]-1-methyl-2-oxoethyl]Carbamic acid